tert-butyl (2S,4S)-4-[2-[(3,5-difluoro-2-pyridyl)oxymethyl]pyrimidin-4-yl]oxy-2-methyl-piperidine-1-carboxylate FC=1C(=NC=C(C1)F)OCC1=NC=CC(=N1)O[C@@H]1C[C@@H](N(CC1)C(=O)OC(C)(C)C)C